1-(2-hydroxyethyl)-2,5,5,8a-tetramethyldecahydronaphthalen-2-ol OCCC1C(CCC2C(CCCC12C)(C)C)(O)C